N'-(4-chlorophenyl)-4-ethylbenzohydrazide ClC1=CC=C(C=C1)NNC(C1=CC=C(C=C1)CC)=O